FC=1C=C(C#N)C=C(C1)NC1=NN(C=C1)C 3-Fluoro-5-((1-methyl-1H-pyrazol-3-yl)amino)benzonitrile